N-(6-ethyl-7-oxo-6,7-dihydro-5H-pyrrolo[3,4-b]pyridin-2-yl)-N-(4-iodo-5-methyl-2-(tetrahydrofuran-2-yl)phenyl)but-2-ynamide C(C)N1C(C2=NC(=CC=C2C1)N(C(C#CC)=O)C1=C(C=C(C(=C1)C)I)C1OCCC1)=O